5-(Azetidin-3-ylmethoxy)-2-methyl-N-(1-(naphthalen-1-yl)cyclopropyl)benzamide N1CC(C1)COC=1C=CC(=C(C(=O)NC2(CC2)C2=CC=CC3=CC=CC=C23)C1)C